6-(4-((3-ethyl-2-oxo-4-thioxo-1,2,3,4-tetrahydroquinazolin-7-yl)methyl)piperazin-1-yl)-N,1-dimethyl-2-oxo-1,2-dihydropyridine-3-carboxamide C(C)N1C(NC2=CC(=CC=C2C1=S)CN1CCN(CC1)C1=CC=C(C(N1C)=O)C(=O)NC)=O